4-(2-((2-((tert-butoxycarbonyl)amino)ethyl)carbamoyl)-6-methyl-7-oxo-6,7-dihydro-1H-pyrrolo[2,3-c]pyridin-4-yl)-5-((cyclopropylmethyl)amino)-2-((methylsulfonyl)methyl)benzoic acid C(C)(C)(C)OC(=O)NCCNC(=O)C1=CC2=C(C(N(C=C2C2=CC(=C(C(=O)O)C=C2NCC2CC2)CS(=O)(=O)C)C)=O)N1